4-amino-1-β-D-arabinofuranosyl-2(1H)pyrimidinone NC1=NC(N(C=C1)[C@H]1[C@@H](O)[C@H](O)[C@H](O1)CO)=O